4-amino-1-(2-hydroxyethyl)pyrimidin-2(1H)-one NC1=NC(N(C=C1)CCO)=O